1-(7-((5-(cinnolin-6-yl)-7H-pyrrolo[2,3-d]pyrimidin-2-yl)amino)-2-azaspiro[3.5]nonan-2-yl)ethan-1-one N1=NC=CC2=CC(=CC=C12)C1=CNC=2N=C(N=CC21)NC2CCC1(CN(C1)C(C)=O)CC2